6,8-diethyl-5-(piperazin-1-yl)-2,3-dihydro-1,4-benzodioxine C(C)C1=C(C2=C(OCCO2)C(=C1)CC)N1CCNCC1